4-aminobenzene borate salt B(O)(O)O.NC1=CC=CC=C1